O=C1C(=CC(C2=CC=CC=C12)=O)NC1=CC=C(C(=O)OC(C)C)C=C1 isopropyl 4-((1,4-dioxo-1,4-dihydronaphthalen-2-yl)amino)-benzoate